N-[1-(2-formylphenyl)cyclopropyl]-1-methyl-6-(1H-pyrazol-4-yl)pyrrolo[2,3-b]pyridine-2-carboxamide C(=O)C1=C(C=CC=C1)C1(CC1)NC(=O)C1=CC=2C(=NC(=CC2)C=2C=NNC2)N1C